CN1C[C@@H](CCC1)CN1C[C@H](CC1)CNC(=O)C1CCNCC1 N-(((R)-1-(((R)-1-methylpiperidin-3-yl)methyl)pyrrolidin-3-yl)methyl)piperidine-4-carboxamide